N1=CNC2=NC=CC(=C21)C=2C=NN(C2)C2=CC=C(C=N2)CN2CC(C2)C#N ((6-(4-(3H-imidazo[4,5-b]pyridin-7-yl)-1H-pyrazol-1-yl)pyridin-3-yl)methyl)azetidine-3-carbonitrile